methylenedicyclopentadienyl-titanium dichloride [Cl-].[Cl-].C=[Ti+2](C1C=CC=C1)C1C=CC=C1